6-Methyl-3-(4-(8-oxa-2-azaspiro[4.5]dec-2-ylmethyl)phenyl)-1-tosyl-1H-pyrrolo[2,3-c]pyridin-7(6H)-one CN1C(C2=C(C=C1)C(=CN2S(=O)(=O)C2=CC=C(C)C=C2)C2=CC=C(C=C2)CN2CC1(CC2)CCOCC1)=O